N1=C(C=CC=C1)N[C@@H]1[C@H](C1)C(=O)O (1S,2S)-2-[(pyridin-2-yl)amino]cyclopropane-1-carboxylic acid